N(=C=O)CC1(C2C(CC(C1)C2)CN=C=O)CCCN=C=O 2-(isocyanatomethyl)-2-(3-isocyanatopropyl)-6-(isocyanatomethyl)bicyclo[2.2.1]Heptane